3-chloro-5-(2-chloro-4-fluorophenyl)-N-(5-chloro-6-(2H-1,2,3-triazol-2-yl)pyridin-3-yl)pyrazine-2-carboxamide ClC=1C(=NC=C(N1)C1=C(C=C(C=C1)F)Cl)C(=O)NC=1C=NC(=C(C1)Cl)N1N=CC=N1